C1(CCC1)NC1=CC(=C2C=NC(=NC2=C1)CSC1CCOCC1)F 7-(cyclobutylamino)-5-fluoro-2-(((tetrahydro-2H-pyran-4-yl)thio)methyl)quinazolin